4-[4-(2-acetylamino-1-methylethyl)phenylamino]-7-methoxy-6-(3-(dibutylamino)propoxy)quinazoline C(C)(=O)NCC(C)C1=CC=C(C=C1)NC1=NC=NC2=CC(=C(C=C12)OCCCN(CCCC)CCCC)OC